2-(N-morpholinyl)ethan-1-ol N1(CCOCC1)CCO